N-(4-(4-(1-(4-(2,6-dioxopiperidin-3-yl)benzyl)piperidin-4-yl)piperazin-1-yl)-3-(trifluoromethyl)phenyl)-3-(imidazo[1,2-b]pyridazin-3-ylethynyl)-4-methylbenzamide O=C1NC(CCC1C1=CC=C(CN2CCC(CC2)N2CCN(CC2)C2=C(C=C(C=C2)NC(C2=CC(=C(C=C2)C)C#CC2=CN=C3N2N=CC=C3)=O)C(F)(F)F)C=C1)=O